COC=1C(=C(C(=CC1)C)B1OC(C(O1)(C)C)(C)C)C 2-(3-methoxy-2,6-dimethyl-phenyl)-4,4,5,5-tetramethyl-1,3,2-dioxaborolane